CN(C)CCCN1N(N(C(C(C1(N)N)(CCCN(C)C)N)(N)N)CCCN(C)C)N 1,3,5-tris(dimethylaminopropyl)hexaaminotriazine